(2E,2'E)-2,2'-(1-(5-(piperidin-1-ylmethyl)furan-2-yl)ethane-1,2-diylidene)bis(N-ethylhydrazine-1-carbothioamide) N1(CCCCC1)CC1=CC=C(O1)\C(\C=N\NC(NCC)=S)=N\NC(NCC)=S